ClC=1C=C2C=C(NC2=CC1C1=NC=C(C=C1)OC(F)(F)F)CNC(C)=O N-((5-chloro-6-(5-(trifluoromethoxy)pyridin-2-yl)-1H-indol-2-yl)methyl)acetamide